2-cyclopropyl-N-{4-fluoro-3-[5-(propan-2-yl)-2H-pyrazolo[3,4-b]pyridin-2-yl]phenyl}acetamide C1(CC1)CC(=O)NC1=CC(=C(C=C1)F)N1N=C2N=CC(=CC2=C1)C(C)C